(R)-3-(3-chloro-4-fluorophenyl)-1-methyl-1-(1-(3-methyl-1-oxo-1,2-dihydroisoquinolin-4-yl)ethyl)urea ClC=1C=C(C=CC1F)NC(N([C@H](C)C1=C(NC(C2=CC=CC=C12)=O)C)C)=O